N-(cyclopropylmethyl)-7-methoxy-6-[2-(pyrrolidin-1-yloxy)ethoxy]-1H,2H,3H-cyclopenta[b]quinolin-9-amine C1(CC1)CNC1=C2C(=NC=3C=C(C(=CC13)OC)OCCON1CCCC1)CCC2